N-(5-(5-(difluoromethyl)-1,2,4-oxadiazol-3-yl)-2,3-dihydro-1H-inden-1-yl)-1H-pyrazole-4-carboxamide FC(C1=NC(=NO1)C=1C=C2CCC(C2=CC1)NC(=O)C=1C=NNC1)F